FC1=CC2=C(N(C(=N2)C2=CC=C(C=C2)S(=O)(=O)C)C)C=C1C1CCN(CC1)C1CC2CCC(C1)N2CCOC 5-fluoro-6-(1-(8-(2-methoxyethyl)-8-azabicyclo[3.2.1]oct-3-yl)piperidin-4-yl)-1-methyl-2-(4-(methylsulfonyl)phenyl)-1H-benzo[d]imidazole